BrC1=NC(=CC=C1)CP(=O)(OCC)OCC 2-bromo-6-(diethoxyphosphorylmethyl)pyridine